BrC1=C(C=C2N=CC=3N(C(N4C(COC1=C2C34)(C)C)=O)C)F 7-bromo-6-fluoro-2,10,10-trimethyl-9,10-dihydro-8-oxa-2,4,10a-triazanaphtho[2,1,8-cde]azulene-1(2H)-one